2-octene-1-yl-succinic acid C(=CCCCCCC)C(C(=O)O)CC(=O)O